FC(N1C2=C(C=3C=CC(=CC13)C=1C=CC(=NC1)OCCOCCOCCOC=1C=C3C(N(C(C3=CC1)=O)C1C(NC(CC1)=O)=O)=O)C=NC=C2)F 5-(2-(2-(2-((5-(5-(difluoromethyl)-5H-pyrido[4,3-b]indol-7-yl)pyridin-2-yl)oxy)ethoxy)ethoxy)ethoxy)-2-(2,6-dioxopiperidin-3-yl)isoindoline-1,3-dione